tert-butyl N-[4-(4-fluorophenyl)-2-[[4-(3-methyl-1-oxo-4,5-dihydro-3H-isothiazol-1-yl)benzoyl]amino]phenyl]carbamate FC1=CC=C(C=C1)C1=CC(=C(C=C1)NC(OC(C)(C)C)=O)NC(C1=CC=C(C=C1)S1(NC(CC1)C)=O)=O